2-(4-methylphenylsulfonyl)acetonitrile CC1=CC=C(C=C1)S(=O)(=O)CC#N